[2-(trimethylsilyl)ethoxyl-methyl]-1,3-benzodiazole C[Si](CCOCC1=NC2=C(N1)C=CC=C2)(C)C